N-[(5-chloro-2-fluorophenyl)methyl]-1-(4-{4-[2-(3,3-difluoropyrrolidin-1-yl)acetamido]-1H-1,2,3-triazol-1-yl}butyl)-1H-1,2,3-triazole-4-carboxamide ClC=1C=CC(=C(C1)CNC(=O)C=1N=NN(C1)CCCCN1N=NC(=C1)NC(CN1CC(CC1)(F)F)=O)F